6-chloro-N'-(5,6-dihydro-4H-1,3-oxazin-2-yl)nicotinic hydrazide ClC1=NC=C(C(=O)NNC=2OCCCN2)C=C1